6-[[5-[1-(Trifluoromethyl)cyclopropyl]-1,3,4-oxadiazol-2-yl]methyl]-2-azaspiro[3.3]heptane-2-carboxylic acid tert-butyl ester C(C)(C)(C)OC(=O)N1CC2(C1)CC(C2)CC=2OC(=NN2)C2(CC2)C(F)(F)F